2-((S)-1-(1-(5-(trifluoromethyl)pyrimidin-2-yl)piperidin-4-yl)ethoxy)-6-(2-fluoro-4-(methylsulfonyl)phenyl)imidazo[2,1-b][1,3,4]thiadiazole FC(C=1C=NC(=NC1)N1CCC(CC1)[C@H](C)OC1=NN2C(S1)=NC(=C2)C2=C(C=C(C=C2)S(=O)(=O)C)F)(F)F